2-(4-Chlorophenoxy)-N-(1-(3-(3,4-dichlorophenoxy)propyl)piperidin-4-yl)acetamid ClC1=CC=C(OCC(=O)NC2CCN(CC2)CCCOC2=CC(=C(C=C2)Cl)Cl)C=C1